CN(C(CC(=O)NC1=C(C=C(C=C1)S(=O)(=O)NC1=C(N=CS1)C(=O)O)F)=N)C 5-[[4-[[3-(dimethylamino)-3-imino-propionyl]amino]-3-fluoro-phenyl]sulfonylamino]thiazole-4-carboxylic acid